3-(4-aminophenyl)-1-(2,3,4-trihydroxyphenyl)prop-2-en-1-one NC1=CC=C(C=C1)C=CC(=O)C1=C(C(=C(C=C1)O)O)O